(4-methylphenyl)4,4'-biphenyl CC1=CC=C(C=C1)C1=CC=C(C=C1)C1=CC=CC=C1